C(C(=C)C)(=O)OCCCC(CC(=O)[O-])=O.C(C)(C)O.C(C)(C)O.C(C)(C)O.[Ti+] titanium triisopropanol mono(methacryloyloxyethylacetoacetate)